N-succinimidyl 6-maleimidocaproate C1CC(=O)N(C1=O)OC(=O)CCCCCN2C(=O)C=CC2=O